7-(3-fluoro-4-methoxyphenyl)-2-(piperazin-1-yl)-4H-pyrido[1,2-a]pyrimidin-4-one FC=1C=C(C=CC1OC)C=1C=CC=2N(C(C=C(N2)N2CCNCC2)=O)C1